O.S(=O)(=O)(O)O.OC=1C=CC=C2C=CC=NC12.OC=1C=CC=C2C=CC=NC12 8-hydroxyquinoline hemisulphate hemihydrate